methyl 2-[(2,3,4,9-tetrahydro-1H-carbazol-9-yl)methyl]benzoate C1CCCC=2C3=CC=CC=C3N(C12)CC1=C(C(=O)OC)C=CC=C1